1-(4-chlorobenzyl)-3-(4-(2-(pyridin-2-yl)ethoxy)phenyl)urea ClC1=CC=C(CNC(=O)NC2=CC=C(C=C2)OCCC2=NC=CC=C2)C=C1